FC=1C=C(C(=O)NC2=CC(=C(C=C2)O)S(=O)(=O)C)C=CC1CCSC1=CC=C(C=C1)C(F)(F)F 3-fluoro-N-(4-hydroxy-3-(methylsulfonyl)phenyl)-4-(2-(4-(trifluoromethyl)phenyl)thio-ethyl)benzamide